(S)-1-((1H-indol-3-yl)methyl)-7-ethoxy-6-methoxy-2-(2-(methylsulfonyl)ethyl)-1,2,3,4-tetrahydro-isoquinoline N1C=C(C2=CC=CC=C12)C[C@@H]1N(CCC2=CC(=C(C=C12)OCC)OC)CCS(=O)(=O)C